pyridine-hydrochloride salt Cl.N1=CC=CC=C1